2,4,6-trimethylphenyl ketone CC1=C(C(=CC(=C1)C)C)C(=O)C1=C(C=C(C=C1C)C)C